1-((2R,5S)-4-(6-chloro-2-(3-(dimethylamino)azetidin-1-yl)-8-fluoro-7-(3-fluoro-6-methyl-1H-indol-7-yl)quinazolin-4-yl)-2,5-dimethylpiperazin-1-yl)prop-2-en-1-one ClC=1C=C2C(=NC(=NC2=C(C1C=1C(=CC=C2C(=CNC12)F)C)F)N1CC(C1)N(C)C)N1C[C@H](N(C[C@@H]1C)C(C=C)=O)C